CC(C[C@@H](B1O[C@@]2([C@H](O1)C[C@H]1C([C@@H]2C1)(C)C)C)NC(=O)C1CC(=NO1)CNC(C1=NC=CC=C1)=O)C N-((R)-3-methyl-1-((3aS,4S,6S,7aR)-3a,5,5-trimethylhexahydro-4,6-methanobenzo[d][1,3,2]dioxaborol-2-yl)butyl)-3-(picolinamidomethyl)-4,5-dihydroisoxazol-5-carboxamide